tert-butyl 2-(1-((7-methoxy-3-(5-methylisoxazol-3-yl)-[1,2,4]triazolo[4,3-b]pyridazin-6-yl)oxy)ethyl)-7,8-dihydro-1,6-naphthyridine-6(5H)-carboxylate COC1=CC=2N(N=C1OC(C)C1=NC=3CCN(CC3C=C1)C(=O)OC(C)(C)C)C(=NN2)C2=NOC(=C2)C